C(C)(=O)OC1=CC=C(C=C1)C(NC1=CC(=NO1)C=1C=NC(=CC1)N1CCCC1)=O 4-((3-(6-(pyrrolidin-1-yl)pyridin-3-yl)isoxazol-5-yl)carbamoyl)phenyl acetate